N[C@H](CN(C[C@@H](C)O)CC1=CC=CC=C1)C (R)-1-(((S)-2-aminopropyl)(benzyl)amino)propan-2-ol